N-(tert-butylsulfonyl)cyclopropane-1-carboxamide C(C)(C)(C)S(=O)(=O)NC(=O)C1CC1